(14S)-14-methyloxyhexadeca-10-en-2-one CO[C@H](CCC=CCCCCCCCC(C)=O)CC